OCC(C)(C)C 3-hydroxy-2,2-dimethylpropan